6-(3-chlorophenyl)benzo[f]naphtho[2,1-d][1,3]oxazepine ClC=1C=C(C=CC1)C=1OC2=C(C3=C(N1)C=CC1=CC=CC=C13)C=CC=C2